(E)-2-chloro-N-((dimethylamino)methylene)-3-nitrobenzamide ClC1=C(C(=O)/N=C/N(C)C)C=CC=C1[N+](=O)[O-]